2-chloro-5-methoxy-4-[[4-[1-methyl-4-(trifluoromethyl)imidazol-2-yl]phenyl]methoxy]pyrimidine ClC1=NC=C(C(=N1)OCC1=CC=C(C=C1)C=1N(C=C(N1)C(F)(F)F)C)OC